2,6-diethyl-3,5-difluoro-4-methylbenzyl (1R)-cis-3-[(Z)-2-chloro-3,3,3-trifluoro-1-propenyl]-2,2-dimethylcyclopropanecarboxylate Cl\C(=C/[C@@H]1C([C@@H]1C(=O)OCC1=C(C(=C(C(=C1CC)F)C)F)CC)(C)C)\C(F)(F)F